6-[4-(diethylamino)-1-piperidyl]-2-[(2R)-3-(3,4-dihydro-1H-isoquinolin-2-yl)-2-hydroxypropyl]-3,4-dihydroisoquinolin-1-one C(C)N(C1CCN(CC1)C=1C=C2CCN(C(C2=CC1)=O)C[C@@H](CN1CC2=CC=CC=C2CC1)O)CC